BrCC=1C(=CC2=C(COB2O)C1)F 5-(bromomethyl)-6-fluoro-3H-2,1-benzoxaborol-1-ol